CN1C2=C(N(C(C1=O)=O)C1CCN(CC1)C(C1=CC=C(C=C1)OC(F)(F)F)=O)N=CC=C2 1-methyl-4-(1-(4-(trifluoromethoxy)benzoyl)piperidin-4-yl)-1,4-dihydropyrido[2,3-b]pyrazine-2,3-dione